3-amino-4,4-difluorobutanoic acid ethyl ester C(C)OC(CC(C(F)F)N)=O